C(C)OC(=O)C=1C=NC=2N(C1)C(=NC2)C(F)(F)F 6-(trifluoromethyl)imidazo[1,5-a]pyrimidine-3-carboxylic acid ethyl ester